4-(3-Methoxyphenyl)-4-oxobutanal COC=1C=C(C=CC1)C(CCC=O)=O